1-[5-chloro-6-[5-[[4-[2-(2,6-dioxo-3-piperidyl)-1-oxo-isoindolin-5-yl]piperazin-1-yl]methyl]-1,2,4-oxadiazol-3-yl]-3-pyridyl]-3-(7-cyclopentylpyrazolo[1,5-a]pyrimidin-6-yl)urea ClC=1C=C(C=NC1C1=NOC(=N1)CN1CCN(CC1)C=1C=C2CN(C(C2=CC1)=O)C1C(NC(CC1)=O)=O)NC(=O)NC=1C=NC=2N(C1C1CCCC1)N=CC2